C(#N)[C@@H]1CN(CC1)C1=NN(C2=C1C=NC(=C2)NC(C)=O)C2=NC(=CC=C2)C(C)(F)F (S)-N-(3-(3-cyanopyrrolidin-1-yl)-1-(6-(1,1-difluoroethyl)pyridin-2-yl)-1H-pyrazolo[4,3-c]pyridin-6-yl)acetamide